C(C)S(=O)(=O)N1CCN(CC1)CC=1N=C(SC1)NC(=O)C=1N(C=CC1)CC1=CC=NC=C1 N-(4-((4-(ethylsulfonyl)piperazin-1-yl)methyl)thiazol-2-yl)-1-(pyridin-4-ylmethyl)-1H-pyrrole-2-carboxamide